ClC=1C=C2C(OCC=3C=C(N=CC3C3=C(C=C(C(NS(C(C1O)=C2)(=O)=O)=C3)OC)F)F)=O 13-Chloro-5,21-difluoro-14-hydroxy-19-methoxy-16,16-dioxo-9-oxa-16λ6-thia-4,17-diazatetracyclo[16.3.1.111,15.02,7]tricosa-1(21),2(7),3,5,11,13,15(23),18(22),19-nonaen-10-one